Gold(III) bromid [Au](Br)(Br)Br